(S)-3-((3-(3,4-dihydroisoquinolin-2(1H)-yl)-2-hydroxypropyl)amino)-1-((2-(trimethylsilyl)ethoxy)methyl)-1H-pyrazolo[4,3-d]Pyrimidine-7-ol C1N(CCC2=CC=CC=C12)C[C@H](CNC1=NN(C2=C1N=CN=C2O)COCC[Si](C)(C)C)O